S(=O)(=O)(O[C@H]1CC[C@@]2([C@H]3CC[C@@]4([C@H](CC[C@H]4[C@@H]3CC=C2C1)[C@@H](CCCC(C)(C)O)C)C)C)[O-].[NH+]1=CC=CC=C1 Pyridinium [(3S,8S,9S,10R,13R,14S,17R)-17-[(1R)-5-hydroxy-1,5-dimethyl-hexyl]-10,13-dimethyl-2,3,4,7,8,9,11,12,14,15,16,17-dodecahydro-1H-cyclopenta[a]phenanthren-3-yl] sulfate